methyl 5-amino-2-(1-tert-butoxycarbonyl-4-piperidyl)indazole-6-carboxylate NC1=CC2=CN(N=C2C=C1C(=O)OC)C1CCN(CC1)C(=O)OC(C)(C)C